NC1=NC=CC=C1C1=NC=2C(=NC(=CC2)C2=CC=CC=C2)N1C1=CC=C(CN2[C@@H]3CN([C@H](C2)C3)C3=NC=CC(=N3)C#N)C=C1 2-((1S,4S)-5-(4-(2-(2-Aminopyridin-3-yl)-5-phenyl-3H-imidazo[4,5-b]pyridin-3-yl)benzyl)-2,5-diazabicyclo[2.2.1]heptan-2-yl)pyrimidine-4-carbonitrile